CCCCCCC(CCCCCC)=O tridecan-7-one